ethyl 6-(aminomethyl)-2-(3,4-dichlorophenyl)-1-ethyl-4-oxo-pyridine-3-carboxylate NCC1=CC(C(=C(N1CC)C1=CC(=C(C=C1)Cl)Cl)C(=O)OCC)=O